ClC1=NC=2CCC[C@@H](C2C=C1)N(C(OC(C)(C)C)=O)C[C@H]1NC(CC1)=O tert-butyl ((S)-2-chloro-5,6,7,8-tetrahydroquinolin-5-yl)(((S)-5-oxopyrrolidin-2-yl)methyl)carbamate